p-Tolunitril C1=CC=C(C(=C1)COC2C(C(C(C(O2)CO)O)O)O)O